COC1=CC=C(C2=C1NC(=N2)NC(=O)C=2N=NN(C2)C)N2CCOCC2 1-Methyl-1H-[1,2,3]triazole-4-carboxylic acid (7-methoxy-4-morpholin-4-yl-1H-benzoimidazol-2-yl)-amide